(dimethylfluorenyl)(carbazolyldimethylfluorenyl)amine CC=1C(=C(C=2CC3=CC=CC=C3C2C1)NC1=C(C(=C(C=2C3=CC=CC=C3CC12)C1=CC=CC=2C3=CC=CC=C3NC12)C)C)C